tri-isopropylammonium C(C)(C)[NH+](C(C)C)C(C)C